4-(3-((((1S,3S)-3-aminocyclohexyl)methyl)amino)-1-(3-chloro-2-methyl-2H-indazol-5-yl)-1H-pyrazol-5-yl)-2-fluorobenzonitrile N[C@@H]1C[C@H](CCC1)CNC1=NN(C(=C1)C1=CC(=C(C#N)C=C1)F)C1=CC2=C(N(N=C2C=C1)C)Cl